3,4-dihydro-2H-1,2,4-benzothiadiazine-1,1-dioxide S1(NCNC2=C1C=CC=C2)(=O)=O